mesyl-2-nitrobenzamide S(=O)(=O)(C)C=1C(=C(C(=O)N)C=CC1)[N+](=O)[O-]